C(CCCCCC)C1=C(C=CC(=C1O)[C@@H]1C=C(CC[C@H]1C(=C)C)C)O heptyl-4-[(1R,6R)-3-methyl-6-(prop-1-en-2-yl)cyclohex-2-en-1-yl]benzene-1,3-diol